octahydrobenzo[g]quinoxalin-6-ol N1CCNC2CC3C(C=C12)=CC=CC3O